1-(2,2-Difluoroethyl)-1H-pyrazole-5-carboxylic acid ethyl ester C(C)OC(=O)C1=CC=NN1CC(F)F